FC(C=1OC(=NN1)C1=CC(=C(C=C1)CN1N=NC(=C1)C=1C=C2C(=CNC2=CC1)CN1CCCC1)F)F 2-(difluoromethyl)-5-(3-fluoro-4-((4-(3-(pyrrolidin-1-ylmethyl)-1H-indol-5-yl)-1H-1,2,3-triazol-1-yl)methyl)phenyl)-1,3,4-oxadiazole